(4-(4-amino-7-isopropylimidazo[5,1-f][1,2,4]triazin-5-yl)benzyl)-2-fluoro-6-methoxybenzamide NC1=NC=NN2C1=C(N=C2C(C)C)C2=CC=C(CC=1C(=C(C(=O)N)C(=CC1)OC)F)C=C2